COC=1C(=NC=NC1)N1CCN(CC1)CC=1NC2=CC=CC=C2C1 2-((4-(5-methoxypyrimidin-4-yl)piperazin-1-yl)-methyl)1H-indole